((6-(Ethyl(4-tert-Butyldiphenylsilyloxybutyl)amino)undecane-1,11-diyl)bis-(sulfanediyl))bis(octane-1,2-diyl) bis(3-cyclohexylpropanoate) C1(CCCCC1)CCC(=O)OC(CSCCCCCC(CCCCCSCC(CCCCCC)OC(CCC1CCCCC1)=O)N(CCCCO[Si](C1=CC=CC=C1)(C1=CC=CC=C1)C(C)(C)C)CC)CCCCCC